(2-benzyloctahydrocyclopenta[c]pyrrol-4-yl)-2-methylpropan-2-sulfinamide C(C1=CC=CC=C1)N1CC2C(C1)C(CC2)CC(C)(S(=O)N)C